Cl.CC1=C(OC=2CCC3=CN(N=C3C21)CC2=C(C=CC=C2)C)C(=O)NC[C@@H]2NCCC2 |r| 8-methyl-2-(2-methylbenzyl)-N-[(2RS)-pyrrolidin-2-ylmethyl]-4,5-dihydro-2H-furo[2,3-g]indazole-7-carboxamide hydrochloride